N1=C2N(C=C1)CC[C@H]2N2N=C(C(=C2)NC2=NC=C(C(=N2)NCC)C(F)(F)F)C |r| racemic-N2-(1-(6,7-dihydro-5H-pyrrolo[1,2-a]imidazol-7-yl)-3-methyl-1H-pyrazol-4-yl)-N4-ethyl-5-(trifluoromethyl)pyrimidine-2,4-diamine